N[C@@H]1[C@@H](N(CCC1)C(=O)OC(C)(C)C)CC=1C=NC(=CC1)Cl Tert-Butyl cis-3-amino-2-((6-chloropyridin-3-yl)methyl)piperidine-1-carboxylate